[Cr](=O)(=O)([O-])[O-].[Cl-].C(CC)C=1NC=C[N+]1C.C(CC)C=1NC=C[N+]1C.C(CC)C=1NC=C[N+]1C propyl-3-methylimidazolium chloride chromate